O=C1C=2C=C3CCC(CC3=CC2C(C2=CC=CC=C12)=O)C(=O)O 6,11-diOxo-1,2,3,4,6,11-hexahydrotetracene-2-carboxylic acid